OC1=CC(=C(CO)C=C1C)C 4-hydroxy-2,5-dimethyl-benzyl alcohol